5-(((3R,4S)-4-(4-cyano-5-fluoro-2-isobutoxyphenoxy)-3-hydroxy-3-(hydroxymethyl)pyrrolidin-1-yl)sulfonyl)picolinonitrile C(#N)C1=CC(=C(O[C@@H]2[C@@](CN(C2)S(=O)(=O)C=2C=CC(=NC2)C#N)(CO)O)C=C1F)OCC(C)C